4-bromo-3-methyl-naphthalen-2-ol BrC1=C(C(=CC2=CC=CC=C12)O)C